1-(7-bromo-4-methoxy-indazol-1-yl)ethanone BrC=1C=CC(=C2C=NN(C12)C(C)=O)OC